C(CCC)[Si]1(O[Si](O[Si](O1)(CC=C)CCCC)(CC=C)CCCC)CC=C tributyl-triallylcyclotrisiloxane